C[C@@]12[C@@](CN(C1)CCCN1C=3C=CC(=CC3OC=3C=C(C=NC13)C=1C=C3C=NNC3=CC1)C=1C=C3C=NNC3=CC1)(COC2)C 2-{3-[(3aR,6aS)-3a,6a-dimethyl-tetrahydrofuro[3,4-c]pyrrol-5-yl]propyl}-6,12-bis-(1H-indazol-5-yl)-9-oxa-2,4-diazatricyclo[8.4.0.0^{3,8}]tetradeca-1(10),3(8),4,6,11,13-hexaene